N-(2-Bromo-4-morpholin-4-yl-6-trifluoromethyl-phenyl)-butyramide BrC1=C(C(=CC(=C1)N1CCOCC1)C(F)(F)F)NC(CCC)=O